O[C@@H](COC1=NN(C(=C1C)NC(=O)N[C@@H]1CN(C[C@H]1C1=CC(=C(C(=C1)F)F)F)CCOC)C1=CC=CC=C1)CO 1-(3-((R)-2,3-dihydroxypropoxy)-4-methyl-1-phenyl-1H-pyrazol-5-yl)-3-((3S,4R)-1-(2-methoxyethyl)-4-(3,4,5-trifluorophenyl)pyrrolidin-3-yl)urea